1-(4-((2-(4-isopropylpiperidin-1-yl)pyrimidin-5-yl)amino)adamantan-1-yl)urea C(C)(C)C1CCN(CC1)C1=NC=C(C=N1)NC1C2CC3(CC(CC1C3)C2)NC(=O)N